3-[3-ethyl-4-(1H-pyrazolo[3,4-b]pyridin-4-yloxy)phenyl]-1-[5-(trifluoromethyl)-3-pyridinyl]-2,4-imidazolidinedione trifluoroacetate FC(C(=O)O)(F)F.C(C)C=1C=C(C=CC1OC1=C2C(=NC=C1)NN=C2)N2C(N(CC2=O)C=2C=NC=C(C2)C(F)(F)F)=O